ClC=1C=C(C=CC1Cl)N1CC(N(CC1)C(=O)C1=CC(NC2=CC=CC=C12)=O)C(=O)N1CCN(CC1)C 4-(4-(3,4-dichlorophenyl)-2-(4-methylpiperazine-1-carbonyl)piperazine-1-carbonyl)quinoline-2(1H)-one